N1(C=CC=2C1=NC=CC2)N pyrrolo[2,3-b]pyridin-1-amine